FC=1C(=NC=C(C1)OC)\C=C\[N+](=O)[O-] (E)-3-fluoro-5-methoxy-2-(2-nitrovinyl)pyridine